(E)-3-((3,3-dibutyl-5-(4-(dimethylamino)phenyl)-7-(methylsulfanyl)-1,1-dioxido-2,3,4,5-tetrahydro-1,5-benzothiazepin-8-yl)oxy)acrylic acid methyl ester COC(\C=C\OC1=CC2=C(N(CC(CS2(=O)=O)(CCCC)CCCC)C2=CC=C(C=C2)N(C)C)C=C1SC)=O